1-(2-hydroxyphenyl)(4-hydroxyphenyl)ethane tert-butyl-((1-(4-methylbenzyl)pyrrolidin-3-yl)methyl)carbamate C(C)(C)(C)N(C(O)=O)CC1CN(CC1)CC1=CC=C(C=C1)C.OC1=C(C=CC=C1)C(C)C1=CC=C(C=C1)O